ClC=1C=NC(=C(C(=O)NC2CCC(CC2)CN2C(C(C3=CC=CC=C23)(O)C2CCCC2)=O)C1)C(F)F 5-chloro-N-((1r,4r)-4-((3-cyclopentyl-3-hydroxy-2-oxoindolin-1-yl)methyl)cyclohexyl)-2-(difluoromethyl)nicotinamide